C(#N)C=1C=C(C=CC1)N1N=C(C=C1C(=O)NC1=C(C=CC(=C1)C(C1=CC(=CC=C1)OC)NCC1CC1)F)C(F)(F)F 1-(3-cyanophenyl)-N-(5-((cyclopropylmethylamino)(3-methoxyphenyl)methyl)-2-fluorophenyl)-3-(trifluoromethyl)-1H-pyrazole-5-carboxamide